C(C)(C)(C)OC(=O)N1CCC2(CCC=3C(=C4CN(C(C4=CC3)=O)C3C(NC(CC3)=O)=O)O2)CC1 8'-(2,6-dioxopiperidin-3-yl)-7'-oxo-4',7',8',9'-tetrahydro-3'H-spiro[piperidin-4,2'-pyrano[2,3-e]isoindole]-1-carboxylic acid tert-butyl ester